5-((3-(5-(5-chloro-2-methoxypyridin-3-yl)-1,3,4-oxadiazol-2-yl)-2,6-difluorophenyl)ethynyl)pyrimidin-2-amine ClC=1C=C(C(=NC1)OC)C1=NN=C(O1)C=1C(=C(C(=CC1)F)C#CC=1C=NC(=NC1)N)F